(3-chloro-2-fluoro-6-(methylsulfinyl)phenyl)-3-methylpyrazine-2-carboxylic acid methyl ester COC(=O)C1=NC=C(N=C1C)C1=C(C(=CC=C1S(=O)C)Cl)F